BrC1=C(C=C2C=C(N=CC2=C1)Cl)NCC1=CC=C(C=C1)OC 7-bromo-3-chloro-N-[(4-methoxyphenyl)methyl]isoquinolin-6-amine